FC(C1=NN=C(O1)C1=CC=C(S1)[C@H](CC)N1N=NC(=C1)C=1C=CC(=NC1)N)F 5-[1-[(1S)-1-[5-[5-(difluoromethyl)-1,3,4-oxadiazol-2-yl]thiophen-2-yl]propyl]triazol-4-yl]pyridin-2-amine